2',6'-dimethoxy-1,1'-biphenyl-3'-sulfonate COC1=C(C(=CC=C1S(=O)(=O)[O-])OC)C1=CC=CC=C1